(R)-2-((S)-2-((tert-Butoxycarbonyl)(methyl)amino)-N,4-dimethylpentanamido)-3-(3-(5-fluoropyridin-2-yl)-1,2,4-oxadiazol-5-yl)propanoic acid C(C)(C)(C)OC(=O)N([C@H](C(=O)N(C)[C@@H](C(=O)O)CC1=NC(=NO1)C1=NC=C(C=C1)F)CC(C)C)C